NC=1C(=C(C(=CC1F)Br)N1C(C2=C(CC1)N=C(S2)C=2C=NC(=C(C2)Br)N2CCCC2)=O)Br (3-amino-2,6-dibromo-4-fluorophenyl)-2-(5-bromo-6-(pyrrolidin-1-yl)pyridin-3-yl)-6,7-dihydrothiazolo[5,4-c]pyridin-4(5H)-one